3-[(5-phenoxy-1H-benzo[d]imidazol-2-yl)amino]-1H-pyrrolo[3,2-b]pyridine-5-carbonitrile O(C1=CC=CC=C1)C1=CC2=C(NC(=N2)NC2=CNC=3C2=NC(=CC3)C#N)C=C1